dipropionic acid-sodium salt [Na+].C(CC)(=O)[O-].C(CC)(=O)[O-].[Na+]